FC1=CC=C(C=C1)[C@@H]1N(CCC2=CC=CC=C12)C(=O)N(CC#C)C12CC(C1)(C2)N(C(OC(C)(C)C)=O)CC#C tert-butyl (S)-(3-(1-(4-fluorophenyl)-N-(prop-2-yn-1-yl)-1,2,3,4-tetrahydroisoquinoline-2-carboxamido)bicyclo[1.1.1]pentan-1-yl)(prop-2-yn-1-yl)carbamate